4-[3-(benzofuran-3-ylsulfonyl)-5-bromo-phenyl]morpholine O1C=C(C2=C1C=CC=C2)S(=O)(=O)C=2C=C(C=C(C2)Br)N2CCOCC2